N(=C=O)C1=CC=C(C=C1)C 4-isocyanatophenylmethane